2,4,7,9-tetramethyl-5-decyne tert-butyl-4-(5-(3,3-difluorocyclobutyl)-1,2,4-oxadiazol-3-yl)-4-isopropylpiperidine-1-carboxylate C(C)(C)(C)OC(=O)N1CCC(CC1)(C(C)C)C1=NOC(=N1)C1CC(C1)(F)F.CC(C)CC(C#CC(CC(C)C)C)C